C1(CCC1)N(C(OC(C)(C)C)=O)[C@@H]1CN(CC1)C=1N=NC(=CC1C)C1=C(C=C(C=C1)C1=CN=NC(=C1)OC)OCOC tert-butyl N-cyclobutyl-N-[(3S)-1-{6-[2-(methoxymethoxy)-4-(6-methoxypyridazin-4-yl)phenyl]-4-methylpyridazin-3-yl}pyrrolidin-3-yl]carbamate